tert-butyl (2s)-4-(6-(6-ethoxy-2-methyl-2H-indazole-5-carboxamido) pyridazin-3-yl)-2-methylpiperidine-1-carboxylate C(C)OC=1C(=CC2=CN(N=C2C1)C)C(=O)NC1=CC=C(N=N1)C1C[C@@H](N(CC1)C(=O)OC(C)(C)C)C